NC1CC(CC1)C(=O)O 1-amino-3-cyclopentanecarboxylic acid